6-Ethyl-2,4-dimethyl-8-(phenylthio)pyrimido[4,5-c]isoquinoline-1,3,7,10(2H,4H)-tetraone C(C)C1=NC2=C(C=3C(C=C(C(C13)=O)SC1=CC=CC=C1)=O)C(N(C(N2C)=O)C)=O